C(C)(C)(C)OC(=O)N1[C@H]2C[C@H](C[C@@H]1C(C2)(F)F)O |r| rac-(1s,3r,5r)-6,6-difluoro-3-hydroxy-8-azabicyclo[3.2.1]octane-8-carboxylic acid tert-butyl ester